BrC1=NN2C(N=C(C=C2NC[C@@]2(C[C@H](CC2)O)C2=CC=NC=C2)C(F)(F)F)=C1 (1S,3S)-3-(((2-bromo-5-(trifluoromethyl)pyrazolo[1,5-a]pyrimidin-7-yl)amino)methyl)-3-(pyridin-4-yl)cyclopentan-1-ol